BrC1=CC2=C(C(=NS2(=O)=O)Cl)C=C1 6-bromo-3-chlorobenzo[d]isothiazole 1,1-dioxide